tert-butyl 6-(6-(hydrazinecarbonyl)pyrazin-2-yl)-2,6-diazaspiro[3.4]octane-2-carboxylate N(N)C(=O)C1=CN=CC(=N1)N1CC2(CN(C2)C(=O)OC(C)(C)C)CC1